CN1CCN(CC1)C(=O)C=1C=NC(=CC1)C1=NSC(=N1)NC1=NC=CC=C1C (4-methylpiperazin-1-yl)-[6-[5-[(3-methyl-2-pyridyl)amino]-1,2,4-thiadiazol-3-yl]-3-pyridyl]methanone